Methylpropionamidine CC(C(=N)N)C